N[C@@H]1CN(CCC1(F)F)C1=NC2=C(N1CC1=NC=C(C#N)C=C1)C=CC=C2Cl (R)-6-((2-(3-Amino-4,4-difluoropiperidin-1-yl)-4-chloro-1H-benzo[d]imidazol-1-yl)methyl)nicotinonitril